amino-N-methoxyl-N-methylpropanamide NC(C(=O)N(C)OC)C